C(CN1C(=NC2=C1C=CC(=C2OC)C(N)=O)C2=CC=C(C=C2C(=O)O)C(F)(F)F)N2C(=NC1=C2C=CC(=C1OC)C(N)=O)C1=CC=C(C=C1C(=O)O)C(F)(F)F 6,6'-(Ethane-1,2-diylbis(5-carbamoyl-4-methoxy-1H-benzo[d]imidazole-1,2-diyl))bis(3-(trifluoromethyl)benzoic acid)